8-OXO-2'-DEOXYGUANOSINE O=C1N([C@H]2C[C@H](O)[C@@H](CO)O2)C2=NC(=NC(C2=N1)=O)N